CC1=CC(=NC(=C1C)NC)C=1C=C2[C@@H](N(C(C2=CC1)=O)C1C(NC(CC1)=O)=O)C 3-((S)-5-(4,5-dimethyl-6-(methylamino)pyridin-2-yl)-3-methyl-1-oxoisoindolin-2-yl)piperidine-2,6-dione